[(3R,9aS)-3-(3-Chloro-4-fluorophenyl)-3-hydroxy-1,4,6,7,9,9a-hexahydropyrazino[2,1-c][1,4]oxazin-8-yl]-(2-chloro-6-fluoro-3-methoxyphenyl)methanon ClC=1C=C(C=CC1F)[C@@]1(CN2[C@H](CO1)CN(CC2)C(=O)C2=C(C(=CC=C2F)OC)Cl)O